(4R,7S,8S)- and (4S,7R,8R)-13-Hydroxy-1,12-dioxo-N-(2,4,6-trifluorobenzyl)-1,3,4,5,6,7,8,12-octahydro-2,8:4,7-dimethanopyrido[1,2-a][1,4]diazecine-11-carboxamide OC=1C(C(=CN2C1C(N1C[C@@H]3CC[C@H]([C@H]2C1)C3)=O)C(=O)NCC3=C(C=C(C=C3F)F)F)=O |r|